[N+](=O)([O-])C=1C=C(C[C@H](N)C(=O)O)C=CC1O anti-3-nitrotyrosine